methyl 6-[3-[(2S)-2-[(tert-butoxycarbonyl)amino]-4-carbamoylbutoxy]-2,6-difluorophenyl]hexanoate C(C)(C)(C)OC(=O)N[C@H](COC=1C(=C(C(=CC1)F)CCCCCC(=O)OC)F)CCC(N)=O